CNCCNC N1,2-N-dimethylethane-1,2-diamine